3-(trimethoxysilyl)propyl-dimethyl-octadecyl-ammonium chloride [Cl-].CO[Si](CCC[N+](CCCCCCCCCCCCCCCCCC)(C)C)(OC)OC